3-(1-(2-amino-3-chloropyridin-4-yl)cyclopropyl)-6-((3s,4s)-4-amino-3-methyl-2-oxa-8-azaspiro[4.5]decan-8-yl)-1,5-dihydro-4H-pyrazolo[3,4-d]pyrimidin-4-one NC1=NC=CC(=C1Cl)C1(CC1)C1=NNC=2N=C(NC(C21)=O)N2CCC1([C@@H]([C@@H](OC1)C)N)CC2